CC(C)(C)[O-].[Zr+4].CC(C)(C)[O-].CC(C)(C)[O-].CC(C)(C)[O-] zirconium tertiary butoxide